4-amino-2-(2,6-dioxopiperidin-3-yl)isoindol-1,3-dione NC1=C2C(N(C(C2=CC=C1)=O)C1C(NC(CC1)=O)=O)=O